(R)-N-(5-(2-methoxyethoxy)-4'-((4-(2-methoxypropoxy)-6-(methylsulfonyl)pyridin-2-yl)amino)-[2,3'-bipyridin]-6'-yl)acetamide COCCOC=1C=CC(=NC1)C=1C=NC(=CC1NC1=NC(=CC(=C1)OC[C@@H](C)OC)S(=O)(=O)C)NC(C)=O